CC1(C(C(C1O)(CC(C)C)C)O)CC(C)C 2,4-dimethyl-2,4-diisobutylcyclobutane-1,3-diol